FC(C1=CC=C(C=C1)N1C(NC2=NC=CC=C21)=O)(F)F 1-(4-(trifluoromethyl)phenyl)-1,3-dihydro-2H-imidazo[4,5-b]pyridin-2-one